4Z,8E,10Z,12E,14E,19Z-docosahexaenoic acid C(C=C\C=C/C=C\C=C\C=C/C=C/CCCCCCCCC)(=O)O